S(=O)(=O)(O)O.CC=1C=CC(N(C1)C1=NC(=C(N=C1C)C)C)=O 5-methyl-1-(3,5,6-trimethylpyrazin-2-yl)pyridin-2(1H)-one sulfate